[N+](=O)([O-])OCCC 3-nitrooxypropan